BrC1=CC=C(C=C1)C(C(=O)O)(F)F 2-(4-bromophenyl)-2,2-difluoro-acetic acid